NC=1SC2=NC(=C(C=C2N1)F)OC[C@@H](C)O (R)-1-((2-amino-6-fluorothiazolo[5,4-b]pyridin-5-yl)oxy)propan-2-ol